ClC=1C(=NC(=NC1)NC=1C=NN(C1)CC1=C(C=C(C=C1)NC(C=C)=O)F)C1=CN(C2=CC=CC=C12)S(=O)(=O)C1=CC=CC=C1 N-(4-((4-((5-chloro-4-(1-(benzenesulfonyl)-1H-indol-3-yl)pyrimidin-2-yl)amino)-1H-pyrazol-1-yl)methyl)-3-fluorophenyl)acrylamide